C(C)SC=1C(=NC=C(C1)C1=CC=C(C=C1)OC(F)(F)F)C#N 3-(ethylthio)-5-(4-(trifluoromethoxy)phenyl)pyridinecarbonitrile